O[C@@H]1C[C@H](N(C1)C(=O)OC(C)(C)C)C(N[C@@H](C)C1=C(C=C(C=C1)C1=C(N=CS1)C)OC)=O tert-butyl (2S,4R)-4-hydroxy-2-(((S)-1-(2-methoxy-4-(4-methylthiazol-5-yl)phenyl)ethyl)carbamoyl)pyrrolidine-1-carboxylate